Acryloxyhexyltrimethoxysilane C(C=C)(=O)OCCCCCC[Si](OC)(OC)OC